2-Fluoro-5-(3-formylpyridin-2-yl)-N-((6-methoxypyridin-3-yl)methyl)benzamide cerium [Ce].FC1=C(C(=O)NCC=2C=NC(=CC2)OC)C=C(C=C1)C1=NC=CC=C1C=O